C(#N)C1=CN=C2N1C(=CC(=C2)C=2N=NN(C2C)C2CCN(CC2)C(=O)OC(C)(C)C)OC(CC)C2=NC=C(C=C2)F tert-butyl 4-[4-[3-cyano-5-[1-(5-fluoro-2-pyridyl) propoxy]imidazo[1,2-a]pyridine-7-yl]-5-methyl-triazol-1-yl]piperidine-1-carboxylate